2-(4-fluoro-2-methyl-1H-indol-5-yl)-4-(4-fluoropiperidine-1-carbonyl)-6,7-bis(methoxy-d3)isoquinolin-1(2H)-one FC1=C2C=C(NC2=CC=C1N1C(C2=CC(=C(C=C2C(=C1)C(=O)N1CCC(CC1)F)OC([2H])([2H])[2H])OC([2H])([2H])[2H])=O)C